3,5-dimethyl-4-nitropyrazole CC1=NNC(=C1[N+](=O)[O-])C